[1-(4-chlorobenzoyl)-2,3-dihydro-1H-inden-1-yl]methanol ClC1=CC=C(C(=O)C2(CCC3=CC=CC=C23)CO)C=C1